C(C)(=O)O[C@H]1C[C@@H]2C3=CC(=CC=C3C(N[C@H]2[C@@H]([C@@H]1OC(C)=O)OC(C)=O)=O)OC (2S,3R,4S,4aR,10bR)-9-Methoxy-6-oxo-1,2,3,4,4a,5,6,10b-octahydrophenanthridine-2,3,4-triyl triacetate